4-({[3-(2-methoxyethoxy)pyridin-4-yl]methyl}amino)-2-oxo-N-[2-(trifluoromethoxy)phenyl]-1,2,5,6-tetrahydropyridine-3-carbothioamide COCCOC=1C=NC=CC1CNC1=C(C(NCC1)=O)C(NC1=C(C=CC=C1)OC(F)(F)F)=S